propyl-5-(2-(trifluoromethoxy)phenyl)-2-(4-(trifluoromethyl)phenyl)oxazole-4-carboxamide C(CC)NC(=O)C=1N=C(OC1C1=C(C=CC=C1)OC(F)(F)F)C1=CC=C(C=C1)C(F)(F)F